(1S,2R)-2-((S)-5-chloro-8-((4-methylisoxazol-5-yl)methoxy)-1-((2-oxopyrrolidin-1-yl)methyl)-1,2,3,4-tetrahydro-isoquinoline-2-carbonyl)-1-methylcyclohexane-1-carboxylic acid ClC1=C2CCN([C@@H](C2=C(C=C1)OCC1=C(C=NO1)C)CN1C(CCC1)=O)C(=O)[C@H]1[C@](CCCC1)(C(=O)O)C